OCCN1CCN(CC1)CCCC(=O)OCC1=CC(=CC(=C1)OCC(CCCC)CC)OCC(CCCC)CC 3,5-Bis((2-ethylhexyl)oxy)benzyl 4-(4-(2-hydroxyethyl)piperazin-1-yl)butanoate